OC1=C(C(N(C=C1)C)=O)NC(N[C@@H](CC(=O)O)C1=CC(=CC=C1)C1=NC=CC=C1)=O (S)-3-(3-(4-hydroxy-1-methyl-2-oxo-1,2-dihydropyridin-3-yl)ureido)-3-(3-(pyridin-2-yl)phenyl)propanoic acid